C(C)OC(CC[C@@H]([C@H](C=C)C)C)=O (4S,5S)-4,5-dimethyl-hept-6-enoic acid ethyl ester